FC1=C(C=CC(=C1)F)C1=CC=C(C=C1)S(=O)(=O)C(C1CCN(CC1)C(=O)OC(C)(C)C)(F)F tert-Butyl 4-(((2',4'-difluoro-[1,1'-biphenyl]-4-yl)sulfonyl)difluoromethyl)piperidine-1-carboxylate